S1C2=C(C(=C1)SC1=CN=C3C(=N1)NC(=N3)N3CCC(CC3)(N)C)C=CC=C2 1-(6-(benzo[b]thiophen-3-ylthio)-1H-imidazo[4,5-b]pyrazin-2-yl)-4-methylpiperidin-4-amine